ClC=1C(=NC(=NC1)NC1=CC=C(C=C1)N1CCN(CC1)C)NC1=C(C#N)C(=CC=C1)OC(C)C1=C(C=CC=C1)F 2-((5-chloro-2-((4-(4-methylpiperazin-1-yl)phenyl)amino)pyrimidin-4-yl)amino)-6-(1-(2-fluorophenyl)ethoxy)benzonitrile